N-[(1S,2S)-2-Hydroxy-2,3-dihydro-1H-inden-1-yl]-6-(naphthalen-2-yl)-4-oxo-3-(trifluoromethyl)-4,5-dihydropyrazolo[1,5-a]pyrazine-2-carboxamide O[C@@H]1[C@H](C2=CC=CC=C2C1)NC(=O)C1=NN2C(C(NC(=C2)C2=CC3=CC=CC=C3C=C2)=O)=C1C(F)(F)F